C(=O)(OC(C)=O)OOC(=O)OC(C)=O di-acetyl peroxydicarbonate